N-(tert-butyl)acrylamide bis-(1,2,2,6,6-pentamethyl-piperidyl)sebacat CN1C(C(CCC1(C)C)C(C(=O)O)(CCCCCCCC(=O)O)C1C(N(C(CC1)(C)C)C)(C)C)(C)C.C(C)(C)(C)NC(C=C)=O